Lithium diborate B([O-])([O-])OB([O-])[O-].[Li+].[Li+].[Li+].[Li+]